ClC=1C=C2C3=C(NC2=CC1)[C@@H](N(CC3)C3=NC=NC(=N3)C(F)(F)F)CC3CCCCC3 (1S)-6-chloro-1-(cyclohexylmethyl)-2-[4-(trifluoromethyl)-1,3,5-triazin-2-yl]-2,3,4,9-tetrahydro-1H-pyrido[3,4-b]indole